mono(nonylphenyl)amine C(CCCCCCCC)C1=C(C=CC=C1)N